tert-Butyl 3-(7-(thiazol-2-yl)-4-((5-(trifluoromethyl)pyridin-2-yl)oxy)benzo[d]oxazol-2-yl)-3,6-diazabicyclo[3.1.1]heptane-6-carboxylate S1C(=NC=C1)C1=CC=C(C=2N=C(OC21)N2CC1N(C(C2)C1)C(=O)OC(C)(C)C)OC1=NC=C(C=C1)C(F)(F)F